CC=1N=CC(=NC1)[C@@H](C)NC(C1=CC(=CC(=C1)O[C@@H]1COCC1)C=1SC(=CN1)C(C)C)=O N-[(1R)-1-(5-methylpyrazin-2-yl)ethyl]-3-[5-(propan-2-yl)-1,3-thiazol-2-yl]-5-[(3S)-tetrahydrofuran-3-yloxy]benzamide